dysprosium trifluoromethanesulfonic acid FC(S(=O)(=O)O)(F)F.[Dy]